6-chloro-N-[2-(2,4-dimethylphenyl)ethyl]-5-methyl-3-[3-(trifluoromethyl)phenoxy]pyridazine-4-carboxamide ClC1=C(C(=C(N=N1)OC1=CC(=CC=C1)C(F)(F)F)C(=O)NCCC1=C(C=C(C=C1)C)C)C